[2-[8-(4,4,5,5-tetramethyl-1,3,2-dioxaborolan-2-yl)-1-naphthyl]ethynyl]silane CC1(OB(OC1(C)C)C=1C=CC=C2C=CC=C(C12)C#C[SiH3])C